2,2-dimethyl-2,3,4,5-tetrahydro-[1,4]oxazepino[7,6-g]quinoline CC1(OC2=CC=3C=CC=NC3C=C2CNC1)C